C1(CC1)NC=CC(=O)C=1C(=CC2=C(OCO2)C1)NC(C)=O N-(6-(3-(cyclopropylamino)acryloyl)benzo[d][1,3]dioxol-5-yl)acetamide